1,1-dimethyloxy-2-butene COC(C=CC)OC